diphenyltriazinyl(biphenylylbenzselenophenyl)benzene C1(=CC=CC=C1)C1=C(C(=C(C=C1)C=1[Se]C2=C(C1C1=C(C=CC=C1)C1=CC=CC=C1)C=CC=C2)C2=NN=NC=C2)C2=CC=CC=C2